N1(CCC1)C1=C(C=C(C=N1)NC(=O)C1CC(C2=C1C=NC=1N2N=C(C1)F)(C)C)C N-(6-(azetidin-1-yl)-5-methylpyridin-3-yl)-2-fluoro-8,8-dimethyl-7,8-dihydro-6H-cyclopenta[e]pyrazolo[1,5-a]pyrimidine-6-carboxamide